1,4-dimethoxy-2-butyne-1,4-diol COC(C#CC(O)OC)O